3,6-Dichloro-4-(4,5-dihydrofuran-2-yl)pyridazine ClC=1N=NC(=CC1C=1OCCC1)Cl